2-amino-2-[(2S)-1,4-dioxan-2-yl]ethanol NC(CO)[C@@H]1OCCOC1